N1C(=NC2=C1C=CC=C2)NCCC(=O)O 3-[(1H-1,3-benzo-diazol-2-yl)amino]-propanoic acid